1-[5-methyl-1-[6-(trifluoromethyl)indan-1-yl]pyrazol-3-yl]piperazine CC1=CC(=NN1C1CCC2=CC=C(C=C12)C(F)(F)F)N1CCNCC1